naphthalene-sulfonic acid C1(=CC=CC2=CC=CC=C12)S(=O)(=O)O